FC=1C=C2C=NN(C2=CC1)CC1=CC=C(C(=O)O)C=C1 4-((5-fluoro-1H-indazol-1-yl)methyl)benzoic acid